FC1(CCN(CC1)CC1CCNCC1)C1=CC=C2C(=NN(C2=C1)C)C1C(NC(CC1)=O)=O 3-[6-[4-fluoro-1-(4-piperidylmethyl)-4-piperidyl]-1-methyl-indazol-3-yl]piperidine-2,6-dione